(E)-(4-(methylamino)cyclohexyl)(phenyl)methanone O-(tert-butyl) oxime C(C)(C)(C)O\N=C(\C1=CC=CC=C1)/C1CCC(CC1)NC